tert-butyl (2-(2-bromo-6-chloro-9-tosyl-9H-carbazol-1-yl)ethyl)(tert-butoxycarbonyl)carbamate BrC1=C(C=2N(C3=CC=C(C=C3C2C=C1)Cl)S(=O)(=O)C1=CC=C(C)C=C1)CCN(C(OC(C)(C)C)=O)C(=O)OC(C)(C)C